BrC1=CC=C(C=C1)C(C(C#N)C)=O 3-(4-bromophenyl)-2-methyl-3-oxo-propionitrile